methyl (S)-7-methyl-3-(2-(((3-methylisoxazol-5-yl)methyl)amino)-2-oxoethyl)-2-(2-(2-oxopyridin-1(2H)-yl)ethyl)-3,7,8,9-tetrahydro-6H-imidazo[4,5-f]quinoline-6-carboxylate C[C@@H]1N(C2=CC=C3C(=C2CC1)N=C(N3CC(=O)NCC3=CC(=NO3)C)CCN3C(C=CC=C3)=O)C(=O)OC